[Na+].[Na+].OC1=C(C(=CC(=C1)S(=O)(=O)[O-])S(=O)(=O)[O-])O 1,2-dihydroxybenzene-3,5-disulfonic acid disodium salt